CCCCCC#CCCCCCCC#CCCC(=O)O 12-octadecadiynoic acid